C(#N)[C@@H]1C[C@H](CN(CC1)C=1C2=C(N=C(N1)OCC13CCCN3CCC1)C(=C(N=C2)C2=CC(=CC1=CC=C(C(=C21)C#C)F)O)F)NC(C=C)=O N-((3R,5S)-5-cyano-1-(7-(8-ethynyl-7-fluoro-3-hydroxynaphthalen-1-yl)-8-fluoro-2-((tetrahydro-1H-pyrrolizin-7a(5H)-yl)methoxy)pyrido[4,3-d]pyrimidin-4-yl)azepan-3-yl)acrylamide